3-(4-bromophenyl)-3-(2-methoxyethoxy)tetrahydrofuran BrC1=CC=C(C=C1)C1(COCC1)OCCOC